FC1=CC=C(C=C1)N1N=C(C=C1)OC1=CC(=C(C=C1C)NC=N)C N-(4-((1-(4-fluorophenyl)-1H-pyrazol-3-yl)oxy)-2,5-dimethylphenyl)formamidine